FC1=C(CP(OCC)(OCC)=O)C(=CC=C1)F diethyl 2,6-difluorobenzylphosphonate